CON(C(C1=CC=NC=C1)=O)C N-methoxy-N-methylisonicotinamide